FC1(CC1)CNC(=O)C1=C(OC2=C1C=C(C=C2)OCC2=C(N=CS2)C)C N-((1-fluorocyclopropyl)methyl)-2-methyl-5-((4-methylthiazol-5-yl)methoxy)benzofuran-3-carboxamide